N-hexyl-L-alanine C(CCCCC)N[C@@H](C)C(=O)O